C4-bromo-7-fluorobenzo[b]thiophene BrC1=CC=C(C=2SC=CC21)F